COC(C1=NC=CC(=C1)C=1OC2=C(C1)C=C(C=C2)C2=CN=CN2C)=O 4-(5-(1-methyl-1H-imidazol-5-yl)benzofuran-2-yl)picolinic acid methyl ester